BrC=1C(=C(C(=C(C(=O)OC)C1)C)F)F methyl 5-bromo-3,4-difluoro-2-methylbenzoate